C(C1=CC=CC=C1)[C@H](CNC(=O)C1=NN(C(N1)=O)C)CC (R)-N-(2-benzylbutyl)-1-methyl-5-oxo-4,5-dihydro-1H-1,2,4-triazole-3-carboxamide